ClC1=CC(=CC(=N1)N1CCN(CC1)S(=O)(=O)C1=CC=C(C=C1)NC(=O)C1=CC=C(C=C1)CCN1CC(CC1)NC(OC(C)(C)C)=O)C(F)(F)F Tert-butyl N-[1-[2-[4-[[4-[4-[6-chloro-4-(trifluoromethyl)-2-pyridyl]piperazin-1-yl]sulfonylphenyl]carbamoyl]phenyl]ethyl]pyrrolidin-3-yl]carbamate